C(#N)C1=C(C=CC(=N1)C1=C(C=C(C=C1)S(=O)(=O)NC1CCC(CC1)O)C)F 4-(6-cyano-5-fluoropyridin-2-yl)-N-((1R,4R)-4-hydroxycyclohexyl)-3-methylbenzenesulfonamide